C(C)(C)(C)N1CCC(C1)O Tert-butyl-(4-hydroxypyrrolidine)